5-Benzyl 1-ethyl 2-((bis{[(isopropoxycarbonyl)oxy]methoxy}phosphoryl)methyl)-pentanedioate C(C)(C)OC(=O)OCOP(=O)(OCOC(=O)OC(C)C)CC(C(=O)OCC)CCC(=O)OCC1=CC=CC=C1